N-(2-Aminophenyl)-4-({[4-(pyridin-3-yl)pyrimidin-2-yl]amino}methyl)benzamide NC1=C(C=CC=C1)NC(C1=CC=C(C=C1)CNC1=NC=CC(=N1)C=1C=NC=CC1)=O